Cl.Cl.CN1CCN(CC1)C(C(=O)O)C 2-(4-methylpiperazin-1-yl)propionic acid dihydrochloride